rac-(3aR,5R,6aS)-5-{[tert-Butyl(diphenyl)silyl]oxy}-1-(7,8-dihydrofuro[3,2-e][1,3]benzothiazol-2-yl)-3-(2-nitrobenzene-1-sulfonyl)hexahydrocyclopenta[d]imidazol-2(1H)-one [Si](C1=CC=CC=C1)(C1=CC=CC=C1)(C(C)(C)C)O[C@H]1C[C@@H]2[C@@H](N(C(N2S(=O)(=O)C2=C(C=CC=C2)[N+](=O)[O-])=O)C=2SC3=C(N2)C2=C(C=C3)OCC2)C1 |r|